di-sodium diaminostilbenedisulfonate NC(=C(C1=C(C(=CC=C1)S(=O)(=O)[O-])S(=O)(=O)[O-])N)C1=CC=CC=C1.[Na+].[Na+]